3,3-dicyclopropyl-N-[4-(3,5-dimethyl-1H-pyrazol-4-yl)phenyl]-2-[5-(2-methyl-3-pyridyl)-4H-1,2,4-triazol-3-yl]propanamide C1(CC1)C(C(C(=O)NC1=CC=C(C=C1)C=1C(=NNC1C)C)C1=NN=C(N1)C=1C(=NC=CC1)C)C1CC1